6-amino-9-(4-(3-(4-(2-aminoethyl)piperidin-1-yl)propyl)-2-methoxybenzyl)-2-butoxy-9H-purin-8-ol NC1=C2N=C(N(C2=NC(=N1)OCCCC)CC1=C(C=C(C=C1)CCCN1CCC(CC1)CCN)OC)O